N-acetyl-DL-theanine C(C)(=O)N[C@@H](CCC(=O)NCC)C(=O)O |r|